ClC=1C(=C2C=NNC2=C(C1F)N1C[C@@H]([C@H](C1)O)O)C=1N=CC=2N(C1)C=C(N2)NC(=O)C2C(C2)F N-(6-(5-chloro-7-((3S,4S)-3,4-dihydroxypyrrolidin-1-yl)-6-fluoro-1H-indazol-4-yl)imidazo[1,2-a]pyrazin-2-yl)-2-fluorocyclopropane-1-carboxamide